ClC=1C(=C(C=CC1)CC(=O)[C@H]1N(C(C1)=O)C(=O)OC(C)(C)C)F tert-Butyl (S)-2-(2-(3-chloro-2-fluorophenyl)acetyl)-4-oxoazetidine-1-carboxylate